C1(CC1)C1=NOC=C1C(=O)NC(C=1OC2=C(N1)C=C(C=C2)CN2C(NC(C2)C(F)(F)F)=O)C2CCC(CC2)(F)F 3-cyclopropyl-N-((4,4-difluorocyclohexyl)(5-((2-oxo-4-(trifluoromethyl)imidazolidin-1-yl)methyl)benzo[d]oxazol-2-yl)methyl)isoxazole-4-carboxamide